FC=1C(=C(N)C=C(C1C#C[Si](C)(C)C)F)[N+](=O)[O-] 3,5-difluoro-2-nitro-4-((trimethylsilyl)ethynyl)aniline